2-(2-(tert-butoxy)ethoxy)-8-((4-ethyl-2-fluorophenyl)amino)-7-methyl-3,4-dihydro-2,7-naphthyridine-1,6(2h,7h)-dione C(C)(C)(C)OCCON1C(C2=C(N(C(C=C2CC1)=O)C)NC1=C(C=C(C=C1)CC)F)=O